FC1=CC=C2C=C(C(=NC2=C1F)C)NC1=C(C(=CC=C1)F)C1=CC=NN1C 7,8-difluoro-N-[3-fluoro-2-(1-methyl-1H-pyrazol-5-yl)phenyl]-2-methylquinolin-3-amine